BrC=1C=CN2N=C(N=CC21)NC2CC(C2)(C)NC(C)=O trans-N-[3-[(5-bromopyrrolo[2,1-f][1,2,4]triazin-2-yl)amino]-1-methylcyclobutyl]acetamide